N=C1C(=CC2=NC=CC=C2O1)C(N)=S 2-imino-2H-pyrano[3,2-b]pyridine-3-thioamide